ClC1=C(C=CC=C1F)B(O)O (2-chloro-3-fluoro-phenyl)boronic acid